C(C)(C)(C)N1CCC(CC1)OC1CCN(CC1)CC1=C(C=C(C=C1OC)B1OC(C(O1)(C)C)(C)C)OC tert-butyl-4-((1-(2,6-dimethoxy-4-(4,4,5,5-tetramethyl-1,3,2-dioxaborolan-2-yl)benzyl)piperidin-4-yl)oxy)piperidin